5-((3S,4R)-3-amino-4-fluoropyrrolidin-1-yl)-N-(6-fluoroquinolin-8-yl)pyrazine-2-carboxamide N[C@H]1CN(C[C@H]1F)C=1N=CC(=NC1)C(=O)NC=1C=C(C=C2C=CC=NC12)F